8'-{6-[4-(Dimethylamino)piperidin-1-yl]-5-[(dimethylsulfanio-yl)amino]pyridin-3-yl}-3'-methyl-2',3'-dihydrospiro[cyclobutane-1,1'-pyrrolo[2,3-c]quinoline]-2'-one CN(C1CCN(CC1)C1=C(C=C(C=N1)C1=CC=2C3=C(C=NC2C=C1)N(C(C31CCC1)=O)C)N=[SH+](C)C)C